sodium perfluorosulfonate salt FS(=O)(=O)[O-].[Na+]